3-((tert-butyldimethylsilyl)oxy)-2-hydroxy-N-methylpropanamide [Si](C)(C)(C(C)(C)C)OCC(C(=O)NC)O